FC1=C(C=CC=C1)N1N=CC(=C1)C1=NC=NC=C1OC 4-(1-(2-fluorophenyl)-1H-pyrazol-4-yl)-5-methoxypyrimidine